FC1=C(CNC(=O)C2=NC(=NO2)C=2SC=CC2)C=CC(=C1)F (2,4-difluorobenzyl)-3-(thiophen-2-yl)-1,2,4-oxadiazole-5-carboxamide